C(C)(C)(C)OC(N[C@H]1C(N(OC1)CC(F)(F)F)=O)=O.C1(CC1)C1CNCC(O1)C=1C=NN(C1)C(F)F 2-cyclopropyl-6-[1-(difluoromethyl)pyrazol-4-yl]Morpholine tert-butyl-N-[(4R)-3-oxo-2-(2,2,2-trifluoroethyl)isoxazolidin-4-yl]carbamate